CCC=CCCCCCCC=CC tridec-3,11-diene